NC1=NC=NC2=C(C=CC=C12)C(=O)NC1=C2C=CN=C(C2=CC=C1C)NC1=C(C=CC(=C1)S(=O)(=O)C)F 4-amino-N-(1-((2-fluoro-5-(methylsulfonyl)phenyl)amino)-6-methylisoquinolin-5-yl)quinazoline-8-carboxamide